N-(6-methylpyridin-3-yl)-6-(thiazol-5-yl)picolinamide CC1=CC=C(C=N1)NC(C1=NC(=CC=C1)C1=CN=CS1)=O